6-(4-((1H-indazol-5-yl)amino)pyrimidin-2-yl)-N-(1'-methyl-[1,4'-bipiperidin]-4-yl)-1H-indole-2-carboxamide N1N=CC2=CC(=CC=C12)NC1=NC(=NC=C1)C1=CC=C2C=C(NC2=C1)C(=O)NC1CCN(CC1)C1CCN(CC1)C